[Ge](=O)=O germanium (iv) oxide